(R)-2-acetoxy-3-(3,4-bis(acetoxy)phenyl)propanoic acid C(C)(=O)O[C@@H](C(=O)O)CC1=CC(=C(C=C1)OC(C)=O)OC(C)=O